N-[e-maleimidocaproyloxy]sulfosuccinimide C1(C=CC(N1CCCCCC(=O)ON1C(C(CC1=O)S(=O)(=O)O)=O)=O)=O